3-(4-bromophenyl)-N-(1-(pyridin-4-yl)-1H-pyrazol-4-yl)propanamide BrC1=CC=C(C=C1)CCC(=O)NC=1C=NN(C1)C1=CC=NC=C1